FC(C1CCC(O1)CN1C(C2(C3=CC=CC=C13)CCCCC2)=O)(F)F [[5-(trifluoromethyl)tetrahydrofuran-2-yl]methyl]spiro[cyclohexane-1,3'-indoline]-2'-one